The molecule is an alpha-amino-acid anion that is the conjugate base of piperazine-2-carboxylic acid. It is a conjugate base of a (S)-piperazine-2-carboxylic acid and a (S)-piperazine-2-carboxylic acid zwitterion. It is an enantiomer of a (R)-piperazine-2-carboxylate. C1CN[C@@H](CN1)C(=O)[O-]